N1C=C(C2=CC=CC=C12)C1CC(CCC1)NS(=O)(=O)C1=CC=C(C=C1)OCCCBr N-(3-(1H-indol-3-yl)cyclohexyl)-4-(3-bromopropoxy)benzenesulfonamide